tert-butyl (((2S,3R,4R)-5-chloro-4-(6-cyano-2-fluoro-3-methoxyphenyl)-6-fluoro-3-(methoxymethyl)-2-phenyl-2,3-dihydrobenzofuran-2-yl)methyl)(methyl)carbamate ClC=1C(=CC2=C([C@@H]([C@](O2)(C2=CC=CC=C2)CN(C(OC(C)(C)C)=O)C)COC)C1C1=C(C(=CC=C1C#N)OC)F)F